C(C1=CC=CC=C1)NC1=C2N=CN(C2=NC(=N1)C1=C(C=CC(=C1)F)F)[C@H]1[C@@H]([C@@H]([C@H](O1)C(=O)NC)O)O (2S,3S,4R,5R)-5-(6-(benzylamino)-2-(2,5-difluorophenyl)-9H-purin-9-yl)-3,4-dihydroxy-N-methyltetrahydrofuran-2-carboxamide